2-(1H-indol-6-yl)acetamide N1C=CC2=CC=C(C=C12)CC(=O)N